C1NCC12CCCNC2 2,8-diazaspiro[3.5]nonane